COC=1C=C(C=C2C(=CC(NC12)=O)C)NC(=O)C=1C=C2C(=NC1N1C[C@H]3[C@@H](C1)CCO3)COC2 |r| N-(8-methoxy-4-methyl-2-oxo-1H-quinolin-6-yl)-2-[rac-(3aR,6aR)-2,3,3a,4,6,6a-hexahydrofuro[2,3-c]pyrrol-5-yl]-5,7-dihydrofuro[3,4-b]pyridine-3-carboxamide